5-chloro-2-{[(3-methyloxolan-3-yl)amino]methyl}-7,8-dihydro-6H-spiro[[1,3]oxazolo[5,4-f]quinazoline-9,1'-cyclohexane]-7-one ClC=1C=C2C(=C3C1NC(NC31CCCCC1)=O)OC(=N2)CNC2(COCC2)C